CC1=CC=C2C(=N1)CN(C2=O)C21CC3(CC(CC(C2)C3)C1)NC(=O)C1=NC(=NC=C1)C 2-Methyl-pyrimidine-4-carboxylic acid [3-(2-methyl-5-oxo-5,7-dihydro-pyrrolo[3,4-b]pyridin-6-yl)-adamantan-1-yl]-amide